NC=1N=CNC2=CC=CC=NC21 4-amino-pyrimidoazepine